OCCOCCOCCOCCOCCOCCOCCOC/C=C/C(=O)OC methyl (E)-4-[2-[2-[2-[2-[2-[2-(2-hydroxyethoxy) ethoxy]ethoxy]ethoxy]ethoxy]ethoxy]ethoxy]but-2-enoate